C1(CC1)N1N=CC(=C1)C=1C=CC2=C(N=C(O2)C2=CC(=NC=C2)C(=O)N2CCN(CC2)[C@H](C2=CC=CC=C2)C=2N=NN(N2)C(F)F)C1 |r| (R/S)-(4-(5-(1-cyclopropyl-1H-pyrazol-4-yl)benzo[d]oxazol-2-yl)pyridin-2-yl)(4-((2-(difluoromethyl)-2H-tetrazol-5-yl)(phenyl)methyl)piperazin-1-yl)methanone